OC=1C=C(C=C(C(=S)N)C#N)C=CC1O 3,4-Dihydroxy-α-cyanothiocinnamamid